C(C1=CC=CC=C1)OC1=C(C=C(C=C1)C1CCC(CC1)CO)F (4-(4-(benzyloxy)-3-fluorophenyl)cyclohexyl)methanol